2-phenyl-4-(1H-pyrazol-1-yl)-4,5-dihydro-oxazole C1(=CC=CC=C1)C=1OCC(N1)N1N=CC=C1